2-((3-(trifluoromethyl)pyridin-4-yl)oxy)-8-azaspiro[4.5]decane hydrochloride Cl.FC(C=1C=NC=CC1OC1CC2(CC1)CCNCC2)(F)F